C(CCC)C1=CC=C(C=C1)C1=CC(=C(C=C1)C#CC1=C(C=C(C(=C1)F)C#CC)F)F 4'-n-butyl-4-((2,5-difluoro-4-(1-propynyl)phenyl)ethynyl)-3-fluoro-1,1'-biphenyl